(E)-3-(4-(allyloxy)-3-methoxyphenyl)-1-(4-((4-bromo-3-(trifluoromethyl)phenyl)sulfonyl)piperazin-1-yl)prop-2-en-1-one C(C=C)OC1=C(C=C(C=C1)/C=C/C(=O)N1CCN(CC1)S(=O)(=O)C1=CC(=C(C=C1)Br)C(F)(F)F)OC